ClC=1C=C2C=NN(C2=C(C1)C(=O)NC1CC2(CC(C2)CC(=O)O)C1)CC=1N=NC(=CC1)C1=CC(=CC(=C1)OC)F (6-(5-chloro-1-((6-(3-fluoro-5-methoxyphenyl)pyridazin-3-yl)methyl)-1H-indazole-7-carboxamido)spiro[3.3]Heptan-2-yl)acetic acid